prolylamine N1[C@@H](CCC1)C(=O)N